1,5-dinitroaminotetrazolium [N+](=O)([O-])N[N+]=1NN=NC1N[N+](=O)[O-]